(4-iodopyridin-2-yl)isobutyramide tert-butyl-4-(hydroxymethyl)piperidine-1-carboxylate C(C)(C)(C)OC(=O)N1CCC(CC1)CO.IC1=CC(=NC=C1)C(C(=O)N)(C)C